C1=C(C=CC2=CC=CC=C12)O[C@@H](C(=O)NC1=CC=CC=C1)C |r| (RS)-alpha-2-naphthoxypropionyl-aniline